5-(4-aminocyclohex-1-en-1-yl)-1-{4-[(4-methyl-1H-1,3-benzodiazol-2-yl)methyl]naphthalen-1-yl}-3-(propan-2-yl)imidazo[1,5-a]pyrazin-8-amine NC1CC=C(CC1)C1=CN=C(C=2N1C(=NC2C2=CC=C(C1=CC=CC=C21)CC2=NC1=C(N2)C=CC=C1C)C(C)C)N